C(N)(=O)C1CCC(CC1)N1N=C(C(=C1)C1(CC2CC(CC2C1)C=1N=CN(C1C(=O)NC1=CC(=C(C=C1)F)Cl)C)O)C(F)(F)F 4-(5-(1-((1s,4s)-4-Carbamoylcyclohexyl)-3-(trifluoromethyl)-1H-pyrazol-4-yl)-5-hydroxyoctahydropentalen-2-yl)-N-(3-chloro-4-fluorophenyl)-1-methyl-1H-imidazole-5-carboxamide